F[P-](F)(F)(F)(F)F.C(CCCCCCCCC)N1C=[N+](C=C1)C 1-Decyl-3-methylimidazolium hexafluorophosphat